Acetic acid methyl ester COC(C)=O